7-((6-methoxy-2-methyl-4-(((S)-1-(4-(2-((methylamino)methyl)phenyl)thiophen-2-yl)ethyl)amino)quinazolin-7-yl)oxy)heptyl 2-((3r,5r,7r)-adamantan-1-yl)acetate C12(CC3CC(CC(C1)C3)C2)CC(=O)OCCCCCCCOC2=C(C=C3C(=NC(=NC3=C2)C)N[C@@H](C)C=2SC=C(C2)C2=C(C=CC=C2)CNC)OC